FC1=CC=C(COC=2C=CC=3C4=C(N(C3C2)C)CCN(CC4)C(=O)OC(C)(C)C)C=C1 tert-butyl 8-((4-fluorobenzyl)oxy)-6-methyl-1,4,5,6-tetrahydroazepino[4,5-b]indole-3(2H)-carboxylate